C(C)(C)(C)OOC(C)(C)C1=CC(=CC(=C1)C(C)(C)OOC(C)(C)C)C(C)(C)OOC(C)(C)C 1,3,5-tri-[(tert-butylperoxy)-isopropyl]benzene